ethyl 2-(4-(5-(3-((5-cyano-4-(4-fluorophenyl)thiazol-2-yl)(methyl)amino)-2-ethylimidazo[1,2-a]pyridin-6-yl)pyrimidin-2-yl) piperazin-1-yl)acetate C(#N)C1=C(N=C(S1)N(C1=C(N=C2N1C=C(C=C2)C=2C=NC(=NC2)N2CCN(CC2)CC(=O)OCC)CC)C)C2=CC=C(C=C2)F